ClCCCC(=O)N(C)C1=NN(C(=C1)C1CC1)C(CCCCl)=O 4-chloro-N-[1-(4-chlorobutyryl)-5-cyclopropyl-pyrazol-3-yl]N-methyl-butyramide